FC(C=1C=C(C=C(C1)C(F)(F)F)[Mg]Br)(F)F L-3,5-bis(trifluoromethyl)phenylmagnesium bromide